(1S,2S)-N-(6-(7-(tert-butylamino)-5-chloro-6-fluoro-1H-indazol-4-yl)imidazo[1,2-a]pyrazin-2-yl)-2-fluorocyclopropane-1-carboxamide C(C)(C)(C)NC=1C(=C(C(=C2C=NNC12)C=1N=CC=2N(C1)C=C(N2)NC(=O)[C@H]2[C@H](C2)F)Cl)F